7-(4-(8-ethoxy-3,4-dihydrobenzofuro[2,3-c]pyridin-2(1H)-yl)butoxy)-1,8-naphthyridin-2(1H)-one C(C)OC1=CC=CC2=C1OC=1CN(CCC12)CCCCOC1=CC=C2C=CC(NC2=N1)=O